methyl 1-(4-(1-(2,6-dichlorophenyl)azetidin-3-yl)-3,5-dimethylbenzyl)piperidine-4-carboxylate ClC1=C(C(=CC=C1)Cl)N1CC(C1)C1=C(C=C(CN2CCC(CC2)C(=O)OC)C=C1C)C